C(C)[C@H]1N(C[C@@H](N(C1)C=1C2=C(N(C(N1)=O)C)C=CC(=N2)C#N)C)C2=CC=C(C=C2)OC(F)(F)F 4-((2s,5r)-5-ethyl-2-methyl-4-(4-(trifluoromethoxy)phenyl)piperazin-1-yl)-1-methyl-2-oxo-1,2-dihydropyrido[3,2-d]pyrimidine-6-carbonitrile